(3R)-3-[(1S)-2-tert-butoxy-2-oxo-1-[[3-(1H-pyrazol-3-yl)phenyl]methyl]ethyl]pyrrolidine-1-carboxylic acid tert-butyl ester C(C)(C)(C)OC(=O)N1C[C@H](CC1)[C@@H](C(=O)OC(C)(C)C)CC1=CC(=CC=C1)C1=NNC=C1